ClC1=CC(=C(C=C1F)[C@H](NC([C@@H]1N(CCC1)C(=O)C1=CC(=NC=C1)S(=O)(=O)C)=O)C1CC1)F N-((R)-(4-chloro-2,5-difluorophenyl)(cyclopropyl)methyl)-1-((2-(methylsulfonyl)-4-pyridinyl)carbonyl)-D-prolinamide